5-amino-N3-(5-(2-(4-bromophenyl)acetamido)pyridin-3-yl)-1-isopropyl-1H-pyrazole-3,4-dicarboxamide NC1=C(C(=NN1C(C)C)C(=O)NC=1C=NC=C(C1)NC(CC1=CC=C(C=C1)Br)=O)C(=O)N